NC1=NC2=CC(=CC(=C2C=C1Cl)F)CCC=1[C@H]([C@H]([C@@H](C1)N1C=CC2=C1N=C(N=C2C)N)O)O (1S,2R,5R)-3-(2-(2-Amino-3-chloro-5-fluoroquinolin-7-yl)ethyl)-5-(2-amino-4-methyl-7H-pyrrolo[2,3-d]pyrimidin-7-yl)cyclopent-3-ene-1,2-diol